C(C(=O)C[C@@H](O)[C@@H](O)[C@H](O)[C@H](O)CO)(=O)O.N1N=CC(=C1)NC(C1=CC=CC=C1)=O N-(1H-pyrazol-4-yl)benzamide 3-deoxy-D-manno-octulosonate